3-((2,5,8,11,14,17-hexaoxanonadec-19-yl)amino)-4-ethoxycyclobut-3-ene-1,2-dione COCCOCCOCCOCCOCCOCCNC=1C(C(C1OCC)=O)=O